ClCC(=O)N(C1=CC=C(C=C1)C1=CC=NS1)C(C(=O)NC1CCC(CC1)(F)F)(C)C1=NC=CN=C1 2-(2-Chloro-N-(4-(isothiazol-5-yl)phenyl)acetamido)-N-(4,4-difluorocyclohexyl)-2-(pyrazin-2-yl)propanamide